(8-amino-2-((3-(1-methyl-1H-pyrazol-4-yl)pyridin-2-yl)methyl)-5-(pyrimidin-4-yl)-[1,2,4]triazolo[1,5-a]pyrazin-6-yl)benzonitrile NC=1C=2N(C(=C(N1)C1=C(C#N)C=CC=C1)C1=NC=NC=C1)N=C(N2)CC2=NC=CC=C2C=2C=NN(C2)C